1-((5-carbamoyl-1-methyl-1H-pyrrol-3-yl)sulfonyl)-N-methylpiperidine-4-carboxamide C(N)(=O)C1=CC(=CN1C)S(=O)(=O)N1CCC(CC1)C(=O)NC